1,1,1,2,2-Pentafluoropentan-3-amine hydrochloride Cl.FC(C(C(CC)N)(F)F)(F)F